4,4'-di[4-(di-p-tolylamino)phenylvinyl]biphenyl C1(=CC=C(C=C1)N(C1=CC=C(C=C1)C=CC1=CC=C(C=C1)C1=CC=C(C=C1)C=CC1=CC=C(C=C1)N(C1=CC=C(C=C1)C)C1=CC=C(C=C1)C)C1=CC=C(C=C1)C)C